1-(2,6-difluoro-4-(2-methoxyethoxy)phenyl)piperazine hydrochloride Cl.FC1=C(C(=CC(=C1)OCCOC)F)N1CCNCC1